C(C1=CC=CC=C1)OC(=O)N1CCN(CC1)C[C@@H]1CN(C(C1)=O)CC1CCN(CC1)C=1C=C2C(N(C(C2=CC1)=O)C1C(NC(CC1)=O)=O)=O 4-[[(3R)-1-[[1-[2-(2,6-dioxo-3-piperidinyl)-1,3-dioxo-isoindolin-5-yl]-4-piperidinyl]methyl]-5-oxo-pyrrolidin-3-yl]methyl]piperazine-1-carboxylic acid benzyl ester